2-chloro-1-(1-(4-methoxybenzyl)-3-(trifluoromethyl)-1H-1,2,4-triazol-5-yl)ethan-1-one ClCC(=O)C1=NC(=NN1CC1=CC=C(C=C1)OC)C(F)(F)F